(R)-1-(1-((S)-1-((3,3,3-trifluoropropyl)sulfonyl)pyrrolidin-3-yl)imidazo[4,5-d]pyrrolo[2,3-b]pyridin-2-yl)ethanol FC(CCS(=O)(=O)N1C[C@H](CC1)N1C(N=C2C1=C1C(N=C2)=NC=C1)[C@@H](C)O)(F)F